Hydroxyphosphoric acid OOP(O)(O)=O